C(CCCCCCC\C=C/CCCC)(=O)OCCCCCCCCCCCCCCCCCCCCCC behenyl myristoleate